N-[(5-cyclopropyl-6-fluoropyridin-2-yl)(phenyl)methyl]-1-{2-[3-(difluoromethyl)-1H-pyrazol-1-yl]acetyl}-4-fluoropyrrolidine-2-carboxamide C1(CC1)C=1C=CC(=NC1F)C(NC(=O)C1N(CC(C1)F)C(CN1N=C(C=C1)C(F)F)=O)C1=CC=CC=C1